C(#N)C=1C2=C(C(=NC1N1C(CC1)C(F)F)N1CC(C1)CC(=O)OC)CCC2(F)F methyl 2-(1-(4-cyano-3-(2-(difluoromethyl)azetidin-1-yl)-5,5-difluoro-6,7-dihydro-5H-cyclopenta[c]pyridin-1-yl) azetidin-3-yl)acetate